5-((3-((5-((2-(2,2-dimethylpyrrolidin-1-yl)ethyl)carbamoyl)-2-methylpyridin-3-yl)amino)-1-methyl-1H-pyrazolo[3,4-d]pyrimidin-6-yl)amino)nicotinic acid CC1(N(CCC1)CCNC(=O)C=1C=C(C(=NC1)C)NC1=NN(C2=NC(=NC=C21)NC=2C=NC=C(C(=O)O)C2)C)C